[[4-[2-(2-amino-3-pyridyl)-5-chloro-imidazo[4,5-b]pyridin-3-yl]phenyl]methyl]carbamate NC1=NC=CC=C1C1=NC=2C(=NC(=CC2)Cl)N1C1=CC=C(C=C1)CNC([O-])=O